NC=1C(N(C=C(C1)Br)C)=O 3-amino-5-bromo-1-methylpyridin-2(1H)-one